C1(CC1)C1=CC=C2C(=NC(N(C2=C1)C1=NC=CN=C1)=O)NC 7-Cyclopropyl-4-(methylamino)-1-(pyrazin-2-yl)quinazolin-2(1H)-one